FC=1C=CC=NC1SC 5-fluoro-6-(methylsulfanyl)pyridin